CC(C=O)(CCC)C 2,2-dimethylpentan-1-one